methoxyisoindoline-2-carboxamide COC1N(CC2=CC=CC=C12)C(=O)N